(E)-4-phenyl-6-(2-(2-phenylethylidene)hydrazino)pyrimidin-2-amine C1(=CC=CC=C1)C1=NC(=NC(=C1)N/N=C/CC1=CC=CC=C1)N